C12(CC3CC(CC(C1)C3)C2)CNC(=O)C=2N=NC(=CC2)N2CCN(CC2)CC=2SC=C(C2)C=2C=NC=C(C2)O N-(1-Adamantylmethyl)-6-[4-[[4-(5-hydroxypyridin-3-yl)thiophen-2-yl]methyl]piperazin-1-yl]pyridazine-3-carboxamide